3-oxo-2,3-dihydro-1H-indole-1-carboxylic acid tert-butyl ester C(C)(C)(C)OC(=O)N1CC(C2=CC=CC=C12)=O